BrCC1=NN(C2=CC=CC=C12)C(=O)OC(C)(C)C tert-butyl 3-(bromomethyl)-1H-indazole-1-carboxylate